1-(5-fluoro-4-(1-methyl-1H-1,2,4-triazol-5-yl)pyrimidin-2-yl)-N-methyl-N-(2,3,5-trifluorobenzyl)piperidine-4-carboxamide FC=1C(=NC(=NC1)N1CCC(CC1)C(=O)N(CC1=C(C(=CC(=C1)F)F)F)C)C1=NC=NN1C